O[C@@]1(CC[C@@H]2[C@H]3CC[C@]4(C(C3CCC2C1)[C@H]1[C@@H]([C@@H]4C(CN4N=NN=C4)=O)CCC1)C)C 1-((2R,4aS,4bR,6aS,7S,7aS,8aR,8bR,8cR,10aR)-2-hydroxy-2,6a-dimethyloctadecahydrocyclopenta[4,5]cyclopenta[1,2-a]phenanthren-7-yl)-2-(1H-tetrazol-1-yl)ethan-1-one